ClC1=C(C=CC=C1)CNC(NC(C)(C1=CC=CC=C1)C)=O 3-(2-chlorophenyl-methyl)-1-(1-methyl-1-phenyl-ethyl)urea